CN1C=CC2=CC=C(C=C12)C1=CC(=NN1)C(=O)OCC Ethyl 5-(1-methyl-1H-indol-6-yl)-1H-pyrazole-3-carboxylate